3-Furanacetic acid O1C=C(C=C1)CC(=O)O